7-(3-chlorobenzyl)-4-benzyl-6,7,8,9-tetrahydroimidazo[1,2-a]pyrido[3,4-e]pyrimidin-5(4H)-one ClC=1C=C(CN2CC=3C(N(C=4N(C3CC2)C=CN4)CC4=CC=CC=C4)=O)C=CC1